5-([TERT-BUTYL(DIMETHYL)SILYL]OXY)PYRIDINE-3-BORONIC ACID [Si](C)(C)(C(C)(C)C)OC=1C=C(C=NC1)B(O)O